NC1=NC(=NC=2N1N=C(N2)C=2OC=CC2)N2[C@@H](CCC2)C(=O)N2[C@@H](CN(CC2)CC(F)F)C ((S)-1-(7-amino-2-(furan-2-yl)-[1,2,4]triazolo[1,5-a][1,3,5]triazin-5-yl)pyrrolidin-2-yl)((R)-4-(2,2-difluoroethyl)-2-methylpiperazin-1-yl)methanone